N1-((1r,4r)-4-(4-(4-fluoroisoindoline-2-carboxamido)phenyl)cyclohexyl)-N2-(2-hydroxy-2-methylpropyl)oxalamide FC1=C2CN(CC2=CC=C1)C(=O)NC1=CC=C(C=C1)C1CCC(CC1)NC(C(=O)NCC(C)(C)O)=O